N2-Benzyl-N6-(4-chloropyridin-2-yl)pyridine-2,6-diamine C(C1=CC=CC=C1)NC1=NC(=CC=C1)NC1=NC=CC(=C1)Cl